C(C)(=O)OC1=CC(=CC=C1)C(NC1CCC(CC1)NC1=CC(=NC2=CC=C(C=C12)Cl)C(F)(F)F)=O 3-{[(1s,4s)-4-{[6-chloro-2-(trifluoromethyl)quinolin-4-yl]amino}cyclohexyl]carbamoyl}phenyl acetate